C12(CC(C1)C2)N2C[C@H](N(S(C1=C2C=C(C(=C1)O\C=C(\C(=O)O)/F)N1CCOCC1)(=O)=O)C)COCC (S,Z)-3-((5-(bicyclo[1.1.1]pentan-1-yl)-3-(ethoxymethyl)-2-methyl-7-morpholino-1,1-dioxido-2,3,4,5-tetrahydrobenzo[f][1,2,5]thiadiazepin-8-yl)oxy)-2-fluoroacrylic acid